methyl 4-(4-cyano-3,3-dimethyl-but-1-ynyl)cyclohexanecarboxylate C(#N)CC(C#CC1CCC(CC1)C(=O)OC)(C)C